6-(1-(3-chloropyridin-2-yl)-3-methoxy-1H-pyrazole-5-carboxamido)-5-methyl-N-(2-(methylthio)ethyl)pyrazolo[1,5-a]pyridine-7-carboxamide ClC=1C(=NC=CC1)N1N=C(C=C1C(=O)NC=1C(=CC=2N(C1C(=O)NCCSC)N=CC2)C)OC